bromo-2,3,5,6-tetrafluoro-[1,1'-biphenyl]-4-carbonitrile BrC1=C(C=CC=C1)C1=C(C(=C(C(=C1F)F)C#N)F)F